CC(CCCCCP(=O)(CCCCCC(C)C)F)C bis(6-methylheptyl)phosphinic fluoride